C(CCC)N(C([S-])=S)CCCC.C(CCC)N(C([S-])=S)CCCC.[Zn+2] zinc bis(dibutyldithiocarbamate)